OCC1=C2C=CC=NC2=C(C=C1)O 5-hydroxymethyl-8-hydroxyquinoline